[Cl-].COC1=CC=C(C=C1)CCC[Zn+] 3-(4-methoxyphenyl)propyl-zinc chloride